Methyl quinoline-2-carboxylate N1=C(C=CC2=CC=CC=C12)C(=O)OC